(S)-2-(5-cyclopropyl-3-(2-(dimethylamino)ethyl)-6-oxopyridazin-1(6H)-yl)-4-methylpentanoic acid methyl ester COC([C@H](CC(C)C)N1N=C(C=C(C1=O)C1CC1)CCN(C)C)=O